Tert-Butyl 4-(2-(cyclopropylcarbamoyl)-3-methylphenyl)-3-oxobutan-2-ylcarbamate C1(CC1)NC(=O)C1=C(C=CC=C1C)CC(C(C)NC(OC(C)(C)C)=O)=O